CC=1C(CCCC1)(C)C TRIMETHYLCYCLOHEX-2-EN